2-difluoromethylene-4,5-difluoro-4,5-bis(trifluoromethyl)-1,3-dioxolane FC(=C1OC(C(O1)(C(F)(F)F)F)(C(F)(F)F)F)F